1-[4-(4-Hydroxyphenyl)piperazin-1-yl]-2-phenylethanone OC1=CC=C(C=C1)N1CCN(CC1)C(CC1=CC=CC=C1)=O